tert-butyl 4-[7-cyano-9-(1-hydroxyethyl)-4-methyl-5-oxo-pyrazolo[3,4-c]isoquinolin-3-yl]piperidine-1-carboxylate C(#N)C=1C=C(C=2C3=C(N(C(C2C1)=O)C)N(N=C3)C3CCN(CC3)C(=O)OC(C)(C)C)C(C)O